C(C=CC1=CC=CC=C1)OC([C@@H](CC=1C=C(C=C(C1)CP(=O)(O)O)C1=CC=C(C=C1)Cl)N)=O |r| (+/-)-α-amino-3-(4'-chloro-5-phosphonomethyl-[1,1'-biphenyl]-3-yl)propanoic acid cinnamyl ester